4-(3-acetamido-2-fluorophenyl)-5-(2-((2,2-dioxo-2-thiaspiro[3.3]hept-6-yl) amino) pyrimidin-4-yl)-3,5-dimethylpiperazine-1-carboxylate C(C)(=O)NC=1C(=C(C=CC1)N1C(CN(CC1(C)C1=NC(=NC=C1)NC1CC2(CS(C2)(=O)=O)C1)C(=O)[O-])C)F